[Si](C1=CC=CC=C1)(C1=CC=CC=C1)(C(C)(C)C)OCCS(=O)(=O)CCO 2-[2-[tert-butyl(diphenyl)silyl]oxyethylsulfonyl]ethanol